Urethane Imide NC(OCC)=N